ClC1=C(C=2N=C(N=C(C2C(=N1)OC)N1CCOCCC1)OC[C@]12CCCN2C[C@@H](C1)F)F (2r,7as)-7a-({[7-chloro-8-fluoro-5-methoxy-4-(1,4-oxazepan-4-yl)pyrido[4,3-d]pyrimidin-2-yl]oxy}methyl)-2-fluoro-hexahydro-1H-pyrrolizine